ClN1CCC(CC1)(C)N1N=CC(=C1)CC=1C=2C3=C(C(N(C3=CC1)C1C(NC(CC1)=O)=O)=O)C=CC2 3-[6-[[1-(1-chloro-4-methyl-4-piperidyl)pyrazol-4-yl]methyl]-2-oxo-benzo[cd]indol-1-yl]piperidine-2,6-dione